[Cu+2].C(C)N1C=[NH+]C=C1 1-ethylimidazolium copper